P(O)(O)(O)=O Hydrogen-Phosphoric Acid